tridecafluoron-octyl-trimethoxysilane FC(C(C(C(C(F)(F)[Si](OC)(OC)OC)(F)F)(F)F)(F)F)(CCC(F)(F)F)F